C(O)C=CCO Dimethylolethylen